tert-butyl 4-(3-(4-chloro-2-fluorobenzyloxy)-2-oxopyridin-1(2H)-yl)-5,6-dihydropyridine-1(2H)-carboxylate ClC1=CC(=C(COC=2C(N(C=CC2)C2=CCN(CC2)C(=O)OC(C)(C)C)=O)C=C1)F